7-[2-fluoro-3-(trifluoromethyl)phenyl]-N-[(4S)-3,4-dihydro-2H-chromen-4-yl]-6-methyl-3-(propan-2-yl)pyrazolo[5,1-b][1,3]thiazole-2-carboxamide FC1=C(C=CC=C1C(F)(F)F)C=1C(=NN2C1SC(=C2C(C)C)C(=O)N[C@H]2CCOC1=CC=CC=C21)C